[PH2](OC(CC)(CC(C)(C)C)C1=CC=CC=C1)=O phenyl-(neopentyl-n-propyl) phosphinate